2-((1R,5S,6S)-3-(2-chloro-3-cyano-6-(trifluoromethyl)pyridin-4-yl)-3-azabicyclo[3.1.0]hex-6-yl)acetic acid methyl ester COC(CC1[C@@H]2CN(C[C@H]12)C1=C(C(=NC(=C1)C(F)(F)F)Cl)C#N)=O